C(C)(C)(C)OC(=O)N1CCC(=CC1)C1=C(C=C(C=C1)C=1C=NN(C1)C1OCCCC1)F 4-(2-fluoro-4-(1-(tetrahydro-2H-pyran-2-yl)-1H-pyrazol-4-yl)phenyl)-3,6-dihydropyridine-1(2H)-carboxylic acid tert-butyl ester